C(C=C)(=O)NC=1C=C(C=CC1)N1N=C(C(=C1)C1=CC(=C(C(=O)N)C=C1)F)N 4-(1-(3-acrylamidophenyl)-3-amino-1H-pyrazol-4-yl)-2-fluorobenzamide